8-(5-(2-(dimethylamino)ethoxy)-2-fluorophenyl)-N-(4-(piperazin-1-yl)phenyl)quinazolin-2-amine CN(CCOC=1C=CC(=C(C1)C=1C=CC=C2C=NC(=NC12)NC1=CC=C(C=C1)N1CCNCC1)F)C